N1[C@@H](CCCC1)CC(=O)O (S)-2-(PIPERIDIN-2-YL)ACETIC ACID